1-[(5-fluoro-3-pyridyl)methyl]-3-methyl-6-(2,3,4-trifluorophenyl)imidazo[4,5-b]pyridin-2-one FC=1C=C(C=NC1)CN1C(N(C2=NC=C(C=C21)C2=C(C(=C(C=C2)F)F)F)C)=O